FC(C[C@H](C(=O)N1C(OCC1)=O)COCC[Si](C)(C)C)(F)F 3-((S)-4,4,4-trifluoro-2-((2-(trimethylsilyl)ethoxy)methyl)butanoyl)oxazolidin-2-one